N-Tetrahydrofurfuryl-1,2-ethan-diamin C(C1CCCO1)NCCN